FC1(CCN(CC1)C=1C=C(C=C2C=NN(C12)CC)[N+](=O)[O-])F 7-(4,4-difluoropiperidin-1-yl)-1-ethyl-5-nitro-1H-indazole